FC1(OC2=C(O1)C=CC(=C2)[C@H](C)OC2=NC=CC(=C2)N2N=C(C=1CCC[C@@H](C21)N)C(F)(F)F)F (7S)-1-[2-[(1S)-1-(2,2-difluoro-1,3-benzodioxol-5-yl)ethoxy]-4-pyridyl]-3-(trifluoromethyl)-4,5,6,7-tetrahydroindazol-7-amine